C(#C)C1=CC(=C(C(=O)OC)C(=C1)OC)OC Methyl 4-ethynyl-2,6-dimethoxybenzoate